ClC1=C(C(=C(C(=C1C(=C(Cl)Cl)Cl)Cl)Cl)Cl)Cl Octachlorostyrol